[S].C1(=CC=CC=C1)C(C1=CC=CC=C1)P diphenylmethylphosphine sulfur